OCN1CN(CC1)CO 1,3-bis(hydroxymethyl)imidazolidine